2-[4-[7-isopropoxy-6-[[6-(trifluoromethyl)pyridine-2-carbonyl]amino]imidazo[1,2-a]pyridin-2-yl]-1-piperidyl]acetic acid C(C)(C)OC1=CC=2N(C=C1NC(=O)C1=NC(=CC=C1)C(F)(F)F)C=C(N2)C2CCN(CC2)CC(=O)O